FC=1C=C(C=CC1)SCC(=O)C1=CC=C(C=C1)C1=NOC(=N1)C(F)(F)F 2-((3-fluorophenyl)thio)-1-(4-(5-(trifluoromethyl)-1,2,4-oxadiazol-3-yl)phenyl)ethan-1-one